2-(2-(1-propenoyl-1,2,5,6-tetrahydropyridin-3-yl)thiazol-4-yl)-N-(4-(6-trifluoromethyl-1H-indol-3-yl)-5-(trifluoromethyl)pyrimidin-2-yl)propanamide C(C=C)(=O)N1CC(=CCC1)C=1SC=C(N1)C(C(=O)NC1=NC=C(C(=N1)C1=CNC2=CC(=CC=C12)C(F)(F)F)C(F)(F)F)C